C(#N)C1=CC=C(C=C1)[C@H](C1=CC=C(C(=O)OC)C=C1)O (R,S)-Methyl 4-((4-cyanophenyl)(hydroxy)methyl)benzoate